4-(3-(benzyloxy)pyridin-2-yl)-N-(3-chloro-5-(methylsulfonamido)phenyl)-5-methylthiophene-2-carboxamide C(C1=CC=CC=C1)OC=1C(=NC=CC1)C=1C=C(SC1C)C(=O)NC1=CC(=CC(=C1)NS(=O)(=O)C)Cl